C(C)NC1=CC(=CC(=N1)N1C(C2=CC=CC(=C2C1)C(F)(F)F)=O)C(C)SC1=NN=CN1C 2-[6-(ethylamino)-4-[1-[(4-methyl-1,2,4-triazol-3-yl)sulfanyl]ethyl]-2-pyridyl]-4-(trifluoromethyl)isoindolin-1-one